1-(2-(dodecylthio)-ethyl)-3-ethylthiourea C(CCCCCCCCCCC)SCCNC(=S)NCC